O=C1C(=CC(=C2C=CC=CN12)CN1CCCC1)C(=O)O 4-oxo-1-(pyrrolidin-1-ylmethyl)quinolizine-3-carboxylic acid